tert-butyl 3-[4-chloro-5-fluoro-6-[7-fluoro-3-(methoxymethoxy)-8-(2-triisopropylsilylethynyl)-1-naphthyl]-3-methyl-2,7-naphthyridin-1-yl]-3,8-diazabicyclo[3.2.1]octane-8-carboxylate ClC1=C(N=C(C2=CN=C(C(=C12)F)C1=CC(=CC2=CC=C(C(=C12)C#C[Si](C(C)C)(C(C)C)C(C)C)F)OCOC)N1CC2CCC(C1)N2C(=O)OC(C)(C)C)C